C(C1=CC=CC=C1)O[C@@H]1[C@H](CO[C@@H]([C@@H]1OCC1=CC=CC=C1)COCC1=CC=CC=C1)NC1=NC(=C(C=C1)F)C(F)(F)F N-((3S,4R,5R,6R)-4,5-bis(benzyloxy)-6-((benzyloxy)methyl)tetrahydro-2H-pyran-3-yl)-5-fluoro-6-(trifluoromethyl)pyridin-2-amine